1-{[(2s,4s)-4-fluoro-4-methyl-5-oxopyrrolidin-2-yl]methoxy}-7-(prop-2-yloxy)isoquinoline-6-carboxamide F[C@]1(C[C@H](NC1=O)COC1=NC=CC2=CC(=C(C=C12)OC(C)C)C(=O)N)C